methylenedicyclohexyl-amine C=C1C(CCCC1)NC1CCCCC1